tert-butyl 4-(4,4,5,5-tetramethyl-1,3,2-dioxaborolan-2-yl)-2,3,6,7-tetrahydro-1H-azepin-1-carboxylate CC1(OB(OC1(C)C)C=1CCN(CCC1)C(=O)OC(C)(C)C)C